ClC=1C=C(C=CC1)C(CC)O 3-chlorophenyl-propanol